C1(=CC=CC=C1)[C@@H]1[C@@H](C=2C=CC(=CC2CC1)O)C1=CC=C(C=C1)N1CCNCC1 |o1:6,7| rel-(5R,6S)-6-phenyl-5-(4-(piperazin-1-yl)phenyl)-5,6,7,8-tetrahydronaphthalen-2-ol